Xanthen C1=CC=CC=2OC3=CC=CC=C3CC12